C1=CC=CC=2C3=CC=CC=C3C(C12)COC(=O)N[C@@H](CC)C(N1CCCC1)=O (3S)-3-(9H-fluoren-9-ylmethoxycarbonylamino)-4-oxo-4-pyrrolidin-1-ylbutane